4-(5-Cyclopropyl-1,2,4-oxadiazol-3-yl)-N-[(1r,6s)-2,2-difluoro-6-{[(3s,4s)-4-fluoro-1-(propan-2-yl)pyrrolidin-3-yl]oxy}cyclohexyl]-4-methylpiperidine-1-carboxamide C1(CC1)C1=NC(=NO1)C1(CCN(CC1)C(=O)N[C@H]1C(CCC[C@@H]1O[C@H]1CN(C[C@@H]1F)C(C)C)(F)F)C